2-cyclohexyl-1-(p-tolyl)-2-(p-toluidinyl)ethanone C1(CCCCC1)C(C(=O)C1=CC=C(C=C1)C)NC1=CC=C(C=C1)C